(1S,3R)-3-(2-isobutyl-6-(1,3,4-oxadiazol-2-yl)-1H-imidazo[4,5-c]pyridin-1-yl)cyclohexan-1-amine C(C(C)C)C=1N(C2=C(C=NC(=C2)C=2OC=NN2)N1)[C@H]1C[C@H](CCC1)N